PROPYLENCHLORoHYDRIN C(C(C)O)Cl